[OH-].CN1CN(C=C1)C=C L-1-methyl-3-vinylimidazole hydroxide